{4-[6-amino-5-(2-chloro-4-fluoro-benzyloxy)-pyridin-3-yl]-phenyl}-[(2S)-2-pyrrolidin-1-ylmethyl-pyrrolidin-1-yl]-methanone NC1=C(C=C(C=N1)C1=CC=C(C=C1)C(=O)N1[C@@H](CCC1)CN1CCCC1)OCC1=C(C=C(C=C1)F)Cl